CC1=C(C=CC=C1OCCCN1CC(CC1)O)C1=C(C=C(C=C1)OCCCN1CC(CC1)O)C (((2,2'-dimethyl-[1,1'-biphenyl]-3,4'-diyl)bis(oxy))bis(propane-3,1-diyl))bis(pyrrolidin-3-ol)